ClC1=CC=C(C(=N1)C(=O)O)N[C@H](C)C1=NC(=CC(=C1)C)N1C(OC[C@@H]1CC=1C=NN2C1C=CC=C2)=O 6-Chloro-3-(((R)-1-(4-methyl-6-((S)-2-oxo-4-(pyrazolo[1,5-a]pyridin-3-ylmethyl)oxazolidin-3-yl)pyridin-2-yl)ethyl)amino)picolinic acid